bis(2-propenoyl-phenyl)-thioether C(C=C)(=O)C1=C(C=CC=C1)SC1=C(C=CC=C1)C(C=C)=O